3-cyclohexyl-1-phenylhept-6-en-1-yn-3-ol C1(CCCCC1)C(C#CC1=CC=CC=C1)(CCC=C)O